FC=1C=C(C=CC1F)C1C(C1)NC1=C2N=CN(C2=NC(=N1)C#CC1=NC=CC=C1)[C@H]1[C@@H]([C@@H]([C@@]2(C[C@H]12)C(=O)NC)O)O (1S,2R,3S,4R,5S)-4-(6-((2-(3,4-difluorophenyl)cyclopropyl)amino)-2-(pyridin-2-ylethynyl)-9H-purin-9-yl)-2,3-dihydroxy-N-methylbicyclo[3.1.0]hexane-1-carboxamide